BrC=1C=CC(=NC1F)N1CCC(CC1)CO [1-(5-bromo-6-fluoropyridin-2-yl)piperidin-4-yl]methanol